8-hydroxy-2-oxa-5-azaspiro[3.4]oct-7-ene-5,7-dicarboxylic acid O5-benzyl ester O7-methyl ester COC(=O)C=1CN(C2(COC2)C1O)C(=O)OCC1=CC=CC=C1